ClC1=CC=C(OC(=O)N[C@@H](C(C)C)C(=O)N[C@H](CCC(=O)OCC)C(=O)OCC)C=C1 diethyl ((4-chlorophenoxy)carbonyl)-L-valyl-D-glutamate